BrC=1C=C(C=CC1OC1CC(C1)N(C)C)NC1=NC=CC(=N1)NC=1C=NC2=CC=CC=C2C1 2-{3-bromo-4-[(1r,3r)-3-(dimethylamino)cyclobutoxy]phenylamino}-4-(3-quinolylamino)pyrimidine